C1(=CC=CC=C1)NC=1N=NN(N1)CC1=CC=C(C=C1)C=C 5-phenylamino-2-(4-vinylbenzyl)-2H-tetrazole